[C@H]12CN(C[C@H](CC1)N2)C=2C1=C(N=C(N2)OC[C@H]2N(CC(C2)=C)C)C(=C(N=C1)C1=CC(=CC2=CC=C(C(=C12)C#C)F)O)F 4-(4-((1r,5S)-3,8-diazabicyclo[3.2.1]oct-3-yl)-8-fluoro-2-(((S)-1-methyl-4-methylenepyrrolidin-2-yl)methoxy)pyrido[4,3-d]pyrimidin-7-yl)-5-ethynyl-6-fluoronaphthalene-2-ol